N(C1=CC=CC=C1)C1=CC=2C3(C4=CC=C(C=C4OC2C=C1C)N(CCCCC)CCCCC)OC(C1=CC=CC=C13)=O 2'-anilino-6'-(N,N-dipentan-1-ylamino)-3'-methyl-3H-spiro[isobenzofuran-1,9'-xanthen]-3-one